C(C=C)(=O)NC1=CC=C(C=C1)C1=C(C=2C(=NC=C(C2N1C)C#N)N)C1=CC(=C(C=C1)NC(=O)C1CCCC1)OC N-(4-(2-(4-acrylamidophenyl)-4-amino-7-cyano-1-methyl-1H-pyrrolo[3,2-c]pyridin-3-yl)-2-methoxyphenyl)cyclopentanecarboxamide